NC1=C2C(=NC=N1)N(N=C2C2=CC=C(C=C2)OC2=CC=CC=C2)[C@H]2CC[C@H](CC2)N2N=CC(=C2)C(=O)OCC ethyl 1-((cis)-4-(4-amino-3-(4-phenoxyphenyl)-1H-pyrazolo[3,4-d]pyrimidin-1-yl)cyclohexyl)-1H-pyrazole-4-carboxylate